3-((S)-2-((dibenzyl-amino)methyl)butanoyl)-4-isopropyl-5,5-dimethyl-oxazolidin-2-one C(C1=CC=CC=C1)N(CC1=CC=CC=C1)C[C@@H](C(=O)N1C(OC(C1C(C)C)(C)C)=O)CC